ClC1=CC(=C(CNCC2CCNCC2)C=C1Cl)OCC 4-(((4,5-dichloro-2-ethoxybenzyl)amino)methyl)piperidine